COC(C1=C(N=CC(=C1)C(F)(F)F)N1CC(C(CC1)(F)F)C)=O.OC1C(=O)N([2H])C(C1)=O hydroxysuccinimide-d methyl-2-(4,4-difluoro-3-methylpiperidin-1-yl)-5-(trifluoromethyl)nicotinate